S(=O)(=O)(O)C1=CC(=CC2=CC=C(C=C12)C(=O)O)C(=O)O.C(C=C)(=O)NC(CS(=O)(=O)O)(C)C 2-Acrylamido-2-methylpropanesulfonic acid 4-sulfonaphthalene-2,6-dicarboxylate